C(C)(C)(C)OC(=O)N1CCN(CC1)C=1C=C2CN(CC2=CC1)C(CN1N=C2C(=C1C)CN(C2)C2=C1C=CC=NC1=C(C=C2)C#N)=O 4-(2-(2-(5-(8-cyanoquinolin-5-yl)-3-methyl-5,6-dihydropyrrolo[3,4-c]pyrazol-2(4H)-yl)acetyl)isoindolin-5-yl)piperazine-1-carboxylic acid tert-butyl ester